6-methoxyspiro[3.3]heptan-2-amine COC1CC2(CC(C2)N)C1